C(C)(C)(C)OC(=O)N(NC1=C(C(=NC2=CC=CC=C12)Cl)N)C1=CC=C(C=C1)CN1CCCC1 2-(3-amino-2-chloroquinolin-4-yl)-1-(4-(pyrrolidin-1-ylmethyl)phenyl)hydrazine-1-carboxylic acid tert-butyl ester